BrC=1C=2C(N=C3N(C2C=CC1)C1=CC(=CC=C1C31CCCCC1)C1CCC(CC1)CN1CC3(C1)CCN(CC3)C3=CC(=C(C(=C3)F)C3C(NC(CC3)=O)=O)F)=O 3-(4-(2-((4-(4'-bromo-5'-oxo-5'H-spiro[cyclohexane-1,7'-indolo[1,2-a]quinazolin]-10'-yl)cyclohexyl)methyl)-2,7-diazaspiro[3.5]nonan-7-yl)-2,6-difluorophenyl)piperidine-2,6-dione